isopenteneamine C(=CC(C)C)N